titanium(IV) tetrabutoxid [O-]CCCC.[O-]CCCC.[O-]CCCC.[O-]CCCC.[Ti+4]